isopropyl 4-(2-(4-(methylsulfonyl)phenyl)imidazo[2,1-b][1,3,4]thiadiazol-6-yl)piperidine-1-carboxylate CS(=O)(=O)C1=CC=C(C=C1)C1=NN2C(S1)=NC(=C2)C2CCN(CC2)C(=O)OC(C)C